N1[C@@H](CCC1)C(=O)OC(=O)OC(CCC)(C)C ethyl(tert-butoxycarbonyl) prolinate